[N+](=[N-])=CC(CC[C@@H](C(=O)OC(C)C)NC(C[C@@H](C)O)=O)=O isopropyl (S)-6-diazo-2-((R)-3-hydroxybutanamido)-5-oxohexanoate